COC1=C(C=CC=C1)CC1NCCC=2CCCCC12 1,2,3,4,5,6,7,8-octahydro-1-(methoxyphenyl)methyl-isoquinoline